ClC=1C=CC(=NC1OC)C1=CC=CC2=C1O[C@H](CO2)C[NH-] [(S)-8-(5-chloro-6-methoxy-pyridin-2-yl)-2,3-dihydro-benzo[1,4]dioxin-2-ylmethyl]-amid